4-((2S,5R)-2-ethyl-5-methyl-4-(1-(4-(trifluoromethoxy)phenyl)ethyl)piperazin-1-yl)-1-methyl-2-oxo-1,2-dihydropyrido[3,2-d]pyrimidine-6-carbonitrile C(C)[C@@H]1N(C[C@H](N(C1)C(C)C1=CC=C(C=C1)OC(F)(F)F)C)C=1C2=C(N(C(N1)=O)C)C=CC(=N2)C#N